dinitrobutane CCCC([N+](=O)[O-])[N+](=O)[O-]